ONCCC1=CC=C(C=C1)C hydroxy-4-methyl-phenethylamine